BrC1=CC=C(CN2C(N(C(C2C(C(=O)NO)C)=O)C2=CC=CC=C2)=O)C=C1 (3-(4-bromobenzyl)-2,5-dioxo-1-phenylimidazolin-4-yl)-N-hydroxypropionamide